C(=O)(OC(C)(C)C)N(CC1=C(C=CC(=C1)C)NS(=O)(=O)C)C(=O)OC(C)(C)C di-BOC-5-methyl-2-(methylsulfonamido)benzylamine